FC(C1=NN=C(O1)C1=CC=C(CN2C=NC(=C2)C=2C=C(N)C=CC2)C=C1)F 3-(1-(4-(5-(difluoromethyl)-1,3,4-oxadiazol-2-yl)benzyl)-1H-imidazol-4-yl)aniline